OCCNC(=O)C1=CC2=C(NC3=CC=CC=C23)C(=N1)C(=O)N N3-(2-Hydroxyethyl)-9H-pyrido[3,4-b]indole-1,3-dicarboxamide